CC=1OC=CC1SSC1=C(OC=C1)C bis(2-methyl-3-furyl)disulphide